3-Methyl-5-(3-(5-methylthiophen-2-yl)propylamino)benzofuran-2-carboxylic acid CC1=C(OC2=C1C=C(C=C2)NCCCC=2SC(=CC2)C)C(=O)O